C(C1=CC=CC=C1)OC[C@@H]1OCC[C@@H](C1)C1=NC2=CC=C(C=C2C(=C1N)N)Cl (cis-2-((benzyloxy)methyl)tetrahydro-2H-pyran-4-yl)-6-chloroquinoline-3,4-diamine